2,2-dimethyl-7-hydroxycoumarone Ethyl-2-(4-(4-(2,6-difluorobenzyl)-5-oxo-4,5-dihydro-1H-1,2,4-triazol-1-yl)-2-fluorophenoxy)-1,5-dimethyl-1H-imidazole-4-carboxylate C(C)OC(=O)C=1N=C(N(C1C)C)OC1=C(C=C(C=C1)N1N=CN(C1=O)CC1=C(C=CC=C1F)F)F.CC1(OC2=C(C=CC=C2C1)O)C